OCC1(CC1)C1=NC(=NO1)C(=O)N 5-(1-(hydroxymethyl)cyclopropyl)-1,2,4-oxadiazole-3-carboxamide